BrC(Br)C=1C(=NC=CC1)C1=NC=CC=C1 dibromomethyl-2,2'-bipyridine